N-[4-[4-[6-chloro-4-(trifluoromethyl)-2-pyridyl]piperazin-1-yl]sulfonylphenyl]-2-methyl-4,6-dihydropyrrolo[3,4-c]pyrazole-5-carboxamide ClC1=CC(=CC(=N1)N1CCN(CC1)S(=O)(=O)C1=CC=C(C=C1)NC(=O)N1CC2=NN(C=C2C1)C)C(F)(F)F